CC1=CC=CC(=N1)NC1=NN=C(S1)C(=O)O 5-((6-methylpyridin-2-yl)amino)-1,3,4-thiadiazole-2-carboxylic acid